3-(dimethylamino)-2-(4'-fluoro-[1,1'-biphenyl]-4-yl)-3-oxopropanoic acid CN(C(C(C(=O)O)C1=CC=C(C=C1)C1=CC=C(C=C1)F)=O)C